2-(3-Chlorophenyl)-N-[(2S)-1-hydroxypropan-2-yl]-3-oxo-6-[6-(trifluoromethyl)pyridin-3-yl]-2,3-dihydropyridazine-4-carboxamide ClC=1C=C(C=CC1)N1N=C(C=C(C1=O)C(=O)N[C@H](CO)C)C=1C=NC(=CC1)C(F)(F)F